(2-chloro-6-fluorophenyl)-N-(6-chloropyridazin-4-yl)acetamide ClC1=C(C(=CC=C1)F)CC(=O)NC1=CN=NC(=C1)Cl